[In]=[Se].[Bi].[Sb] antimony bismuth indium selenide